1,1,1,2,3,5,5,5-octafluoro-2-(trifluoromethyl)pentane FC(C(C(CC(F)(F)F)F)(C(F)(F)F)F)(F)F